{2-[(tert-Butoxycarbonyl)imino]-5-(methoxymethyl)-1,3,4-thiadiazol-3(2H)-yl}acetic acid C(C)(C)(C)OC(=O)N=C1SC(=NN1CC(=O)O)COC